O.C1(=CC=CC=C1)S(=O)(=O)O.C1(=CC=CC=C1)S(=O)(=O)O.C(C1=CC=CC=C1)(=O)N benzamide bisbenzenesulfonate hydrate